NC1=C(C=C(C(=C1)N)CO)CO 4,6-diamino-m-xylylene glycol